((((2-methyl-1,3-phenylene)bis(azanediyl))bis(carbonyl))bis(oxy))bis(ethane-2,1-diyl) diacrylate C(C=C)(=O)OCCOC(=O)NC=1C(=C(C=CC1)NC(=O)OCCOC(C=C)=O)C